N-[4-Chloro-2-[(1,3-dihydro-1,3-dioxo-2H-isoindol-2-yl)methyl]phenyl]-2-hydroxybenzamide ClC1=CC(=C(C=C1)NC(C1=C(C=CC=C1)O)=O)CN1C(C2=CC=CC=C2C1=O)=O